8-[(3R)-3-amino-1-piperidinyl]-7-(2-butyn-1-yl)-3,7-dihydro-3-methyl-1-[(4-methyl-2-quinazolinyl)methyl]-1H-purine-2,6-dione N[C@H]1CN(CCC1)C1=NC=2N(C(N(C(C2N1CC#CC)=O)CC1=NC2=CC=CC=C2C(=N1)C)=O)C